CC1CN(C2=CC=CC=C12)C1=NC=CC=C1 3-methyl-N-pyridylindoline